9,10-bis(n-butyloxy)anthracene 9,11-octadecadienyl-acetate C(CCCCCCCC=CC=CCCCCCC)CC(=O)O.C(CCC)OC=1C2=CC=CC=C2C(=C2C=CC=CC12)OCCCC